1-cyclopropyl-2-(5-((R)-8-phenyl-7,8-dihydro-6H-pyrrolo[2',1':2,3]imidazo[4,5-b]pyridin-2-yl)pyrimidin-2-yl)propan-2-ol C1(CC1)CC(C)(O)C1=NC=C(C=N1)C1=CC=C2C(=N1)N1C(=N2)CC[C@@H]1C1=CC=CC=C1